F[C@]12[C@H]3CC[C@@]4([C@H](CC[C@H]4[C@@H]3CC[C@@H]2C[C@](CC1)(C)O)C(CNC=1C=NOC1)=O)C 1-((3R,5R,8S,9S,10R,13S,14S,17S)-10-Fluoro-3-hydroxy-3,13-dimethylhexadecahydro-1H-cyclopenta[a]phenanthren-17-yl)-2-(isoxazol-4-ylamino)ethan-1-one